C1(CC1)N1C=C(C=2C(N(C=CC21)CC(=O)N2CC(C2)(F)CC)=O)C=2C=NC(=C(C2)Cl)Cl 1-cyclopropyl-3-(5,6-dichloropyridin-3-yl)-5-(2-(3-ethyl-3-fluoroazetidin-1-yl)-2-oxoethyl)-1,5-dihydro-4H-pyrrolo[3,2-c]pyridin-4-one